1-[6-(4-fluorophenoxy)-1H-benzimidazol-1-yl]2-methyl-(1,1-2H2)Propan-2-ol FC1=CC=C(OC=2C=CC3=C(N(C=N3)C(C(C)(O)C)([2H])[2H])C2)C=C1